2-ethylhexyl 2-hydroxybenzoate OC1=C(C(=O)OCC(CCCC)CC)C=CC=C1